3-hydroxycyclobutane OC1CCC1